(5-(4-(4-cyanophenyl)-4-fluoropiperidine-1-carbonyl)-2-methylphenyl)-3-(2-methoxyethyl)urea C(#N)C1=CC=C(C=C1)C1(CCN(CC1)C(=O)C=1C=CC(=C(C1)NC(=O)NCCOC)C)F